BrC1=C2C[C@](N(C2=CC(=C1Cl)F)C(=O)OC(C)(C)C)(C1=CC=CC=C1)[C@H](CCCO)NC(=O)OC(C)(C)C tert-butyl (S)-4-bromo-2-((S)-1-((tert-butoxycarbonyl)amino)-4-hydroxybutyl)-5-chloro-6-fluoro-2-phenylindoline-1-carboxylate